FC(C#N)(C(F)(F)F)C(F)(F)F perfluoroisobutyronitrile